tert-butyl 3-bromo-1H-pyrazole-1-carboxylate BrC1=NN(C=C1)C(=O)OC(C)(C)C